6-(benzylthio)-8-chloro-3-iodoimidazo[1,2-a]pyridine C(C1=CC=CC=C1)SC=1C=C(C=2N(C1)C(=CN2)I)Cl